tert-butyl (1S,4R,5R)-5-cyano-2-azabicyclo[2.2.1]heptane-2-carboxylate C(#N)[C@H]1[C@@H]2CN([C@H](C1)C2)C(=O)OC(C)(C)C